C(C)(=O)OCCC1=CC(=C(C=C1)NC(C)=O)[N+](=O)[O-] (4-acetylamino-3-nitrophenylethyl) acetate